2,9-di(1-naphthyl)anthracene C1(=CC=CC2=CC=CC=C12)C1=CC2=C(C3=CC=CC=C3C=C2C=C1)C1=CC=CC2=CC=CC=C12